OC1=C(C=CC=C1)C1=CC2=C(N=N1)NC(=C2)C21CC(C2)(C1)C(=O)O 3-[3-(2-hydroxyphenyl)-7H-pyrrolo[2,3-c]pyridazin-6-yl]bicyclo[1.1.1]pentane-1-carboxylic acid